(4-[5-(4-chlorophenyl)-3-(trifluoromethyl)-1H-pyrazol-1-yl])Benzene-sulfonamide ClC1=CC=C(C=C1)C1=CC(=NN1C1=CC=C(C=C1)S(=O)(=O)N)C(F)(F)F